L-2',3'-dichloro-5-fluoro-cytidine Cl[C@@]1([C@@H](O[C@@H]([C@]1(O)Cl)CO)N1C(=O)N=C(N)C(=C1)F)O